CN1CCN(CC1)C1CN(C1)C=1C(=C(N)C=CC1)[N+](=O)[O-] 3-(3-(4-methylpiperazin-1-yl)azetidin-1-yl)-2-nitroaniline